methyl (2E)-3-{2-chloro-4-[({3-fluoro-4-[5-methyl-3-(trifluoromethyl)-1H-pyrazol-1-yl]phenyl}methyl)amino]pyrimidin-5-yl}prop-2-enoate ClC1=NC=C(C(=N1)NCC1=CC(=C(C=C1)N1N=C(C=C1C)C(F)(F)F)F)/C=C/C(=O)OC